5-cyano-1-(tetrahydro-2H-pyran-2-yl)-1H-indazole-3-carboxylic acid, lithium salt [Li+].C(#N)C=1C=C2C(=NN(C2=CC1)C1OCCCC1)C(=O)[O-]